C(C)N1N=C2C(=CC=C(C2=C1)N1CCC(CC1)(NC)C)C(=O)NC=1C=C(C=2N(C1)C=C(N2)C)F 2-ethyl-N-{8-fluoro-2-methylimidazo[1,2-a]pyridin-6-yl}-4-[4-methyl-4-(methylamino)piperidin-1-yl]indazole-7-carboxamide